COC1=C(C(=CC=C1)OC)N1C(=NN=C1C1=NC(=CC=C1)OCC)C(=O)NS(=O)(=O)CC1=C(C=CC=C1)F 4-(2,6-Dimethoxyphenyl)-5-(6-ethoxypyridin-2-yl)-N-((2-fluorobenzyl)sulfonyl)-4H-1,2,4-triazole-3-carboxamide